FC1=CC=C(C=C1)C1=NN2C(OCC3(C2)CC3)=C1C1=CC(=NC=C1)NC(CC)=O N-(4-(2'-(4-Fluorophenyl)-5'H,7'H-spiro[cyclopropane-1,6'-pyrazolo[5,1-b][1,3]oxazin]-3'-yl)pyridin-2-yl)propionamide